4-[5-(ethylsulfonyl-methyl)-2-[3-[2-(4-piperidyloxy)ethoxy]phenoxy]phenyl]-6-methyl-1H-pyrrolo[2,3-c]pyridin-7-one C(C)S(=O)(=O)CC=1C=CC(=C(C1)C=1C2=C(C(N(C1)C)=O)NC=C2)OC2=CC(=CC=C2)OCCOC2CCNCC2